2,4,6-trihydroxyisophthalaldehyde OC1=C(C=O)C(=CC(=C1C=O)O)O